6-(hydroxymethyl)-3-methyl-2-oxoindoline-3-carbonitrile OCC1=CC=C2C(C(NC2=C1)=O)(C#N)C